2-amino-8-fluoro-N-[[6-(4-pyridylmethyl)-2-pyridyl]methyl]quinazoline-4-carboxamide NC1=NC2=C(C=CC=C2C(=N1)C(=O)NCC1=NC(=CC=C1)CC1=CC=NC=C1)F